C1OCC12CN(C2)CC2=NC=CC(=C2)N2N=CC1=CC=C(C=C21)OC2CCCC=1C=C(C=NC21)C#N 8-((1-(2-((2-Oxa-6-azaspiro[3.3]heptan-6-yl)methyl)pyridin-4-yl)-1H-indazol-6-yl)oxy)-5,6,7,8-tetrahydroquinoline-3-carbonitrile